3-(5'-Fluoro-5-methoxy-6'-methyl-[3,4'-bipyridin]-2'-yl)-5-(5-fluoropyridin-2-yl)-1,2,4-oxadiazole FC=1C(=CC(=NC1C)C1=NOC(=N1)C1=NC=C(C=C1)F)C=1C=NC=C(C1)OC